3-Hydroxymethyl-2-hydroxy-5-methylphenyl-acetamide OCC=1C(=C(C=C(C1)C)CC(=O)N)O